1-(2-(4-(4-acryloyl-piperazin-1-yl)-6-chloro-quinazolin-7-yl)phenyl)cyclopropane-carbonitrile C(C=C)(=O)N1CCN(CC1)C1=NC=NC2=CC(=C(C=C12)Cl)C1=C(C=CC=C1)C1(CC1)C#N